5-(4-Fluorobenzyl)-N,N-dimethyl-6-((2-(pyrrolidin-1-yl)ethyl)amino)nicotinamide FC1=CC=C(CC=2C(=NC=C(C(=O)N(C)C)C2)NCCN2CCCC2)C=C1